C(#N)C=1C=C(C(=O)NC2=C3C=CN=CC3=CC=C2)C=CC1C1CCN(CC1)C 3-cyano-N-(isoquinolin-5-yl)-4-(1-methylpiperidin-4-yl)benzamide